N[C@H](C(=O)O)CCS(=O)(=N)CCC(C)(O)C1CCC1 (2s)-2-amino-4-(3-cyclobutyl-3-hydroxybutylsulfonimidoyl)butanoic acid